CO[C@H]1[C@@H](N(C1)C(=O)O[C@H]1C[C@H](CC1)C1=CC(=NN1)NC(CC1=CC(=NC=C1)OC)=O)C (1R,3S)-3-(3-{[(2-meth-oxypyridin-4-yl)acetyl]-amino}-1H-pyrazol-5-yl)-cyclopentyl (2S,3R)-3-methoxy-2-methylazetidine-1-carboxylate